C1(CC1)C=1C=CC(=NC1)NC(=O)C=1C(=CC(=C(C1)NC(=O)C1=CN=C(S1)C)C)F N-[5-[(5-Cyclopropylpyridin-2-yl)carbamoyl]-4-fluoro-2-methylphenyl]-2-methyl-1,3-thiazole-5-carboxamide